ClC1=CC=C(C=C1)C1=NN=C(O1)[C@@H]1N(C[C@H](CC1)NC(=O)C=1C=NC2=CC(=CC=C2C1)Cl)C(=O)OC(C)(C)C tert-butyl (2R,5S)-2-[5-(4-chlorophenyl)-1,3,4-oxadiazol-2-yl]-5-[(7-chloroquinoline-3-carbonyl)amino]piperidine-1-carboxylate